2-[(2S,4R)-9-(difluoromethyl)-5,5-difluoro-7,8-diazatricyclo[4.3.0.02,4]nona-1(6),8-dien-7-yl]acetamide FC(C1=NN(C=2C([C@@H]3C[C@@H]3C12)(F)F)CC(=O)N)F